[Si](C1=CC=CC=C1)(C1=CC=CC=C1)(C(C)(C)C)OC1CC(N(C1)C(=O)[O-])C(N)=S 4-((tert-butyldiphenylsilyl)oxy)-2-carbamothioylpyrrolidine-1-carboxylate